COC1=CC(=C2C=CC(=NC2=C1)C)C1(CC1)NC(=O)C=1C=C(OC[C@H]2N(CC2)C(=O)OC(C)(C)C)C=CC1C (S)-tert-Butyl 2-((3-((1-(7-methoxy-2-methylquinolin-5-yl)cyclopropyl)carbamoyl)-4-methylphenoxy)methyl)azetidine-1-carboxylate